C(C)N(C=1SC(=C(N1)C=1C(=C(C=CC1)NS(=O)(=O)C1=C(C=CC=C1F)F)F)C1=NC(=NC=C1)NC1CCN(CC1)S(=O)(=O)N1CCNCC1)CC N-(3-(2-(Diethylamino)-5-(2-((1-(piperazin-1-ylsulfonyl)piperidin-4-yl)amino)pyrimidin-4-yl)thiazol-4-yl)-2-fluorophenyl)-2,6-difluorobenzenesulfonamide